N,N-dimethyl-N-hexadecyl-N-(2-hydroxyethyl)ammonium C[N+](CCO)(CCCCCCCCCCCCCCCC)C